4-((((1R,4R,5S)-2-azabicyclo[2.2.1]heptan-5-yl)oxy)methyl)-5-cyclopropyl-3-(2,6-dichlorophenyl)isoxazole [C@H]12NC[C@H]([C@H](C1)OCC=1C(=NOC1C1CC1)C1=C(C=CC=C1Cl)Cl)C2